bromol bromide [Br-].[BrH]1C=CC=C1